5-oleamido-6-oxohexylcarbamate C(CCCCCCC\C=C/CCCCCCCC)(=O)NC(CCCCNC([O-])=O)C=O